OC(CCCCCCCCCCCC(=O)O)CCC(CCCCCCCC)O 13,16-Dihydroxytetracosanoic acid